C(C)N1N=CC2=C1N(C(C=1C=C(C=C(C21)C(C)NC=2C(=NC(=CC2)C)C2=CC(=C(C(=O)NC)C=C2)F)C)=O)C 4-(3-((1-(3-ethyl-4,7-dimethyl-5-oxo-4,5-dihydro-3H-pyrazolo[3,4-c]isoquinolin-9-yl)ethyl)amino)-6-methylpyridin-2-yl)-2-fluoro-N-methylbenzamide